4-[2-(3-nitrobenzoyl)-2,3,4,9-tetrahydro-1H-β-carbolin-9-ylmethyl]-benzoic acid methyl ester COC(C1=CC=C(C=C1)CN1C2=CC=CC=C2C=2CCN(CC12)C(C1=CC(=CC=C1)[N+](=O)[O-])=O)=O